C1(CC1)C1=CC2=C(C=C(O2)C(=O)NS(=O)(=O)C2=C(C=CC=C2)OCC)C(=C1)F 6-Cyclopropyl-N-(2-ethoxybenzene-1-sulfonyl)-4-fluoro-1-benzofuran-2-carboxamide